6-benzyl-3-((2-methylthiazol-5-yl)methyl)-2,3,4,6-tetrahydropyrido[3,4-c][1,8]naphthyridine-5(1H)-one C(C1=CC=CC=C1)N1C(C2=C(C=3C=CC=NC13)CCN(C2)CC2=CN=C(S2)C)=O